C1(CCCCC1)N(CCO)CCO 2,2'-(cyclohexylimino)bisethanol